ClC1=CC=C(C=C1)[C@@H](N1CCN(CC1)C1=C(C(N(C=2C=CC(=NC12)C#N)C)=O)[N+](=O)[O-])C1=CC=CC=C1 8-{4-[(S)-(4-chlorophenyl)(phenyl)methyl]piperazin-1-yl}-5-methyl-7-nitro-6-oxo-5,6-dihydro-1,5-naphthyridine-2-carbonitrile